SC1=CSC=C1S 3,4-dimercaptothiophene